5-Chloro-1-(3-fluoro-4-methylbenzyl)-8-methoxy-2-oxo-2,3-dihydro-1H-benzo[b]azepine-4-Formaldehyde ClC=1C2=C(N(C(CC1C=O)=O)CC1=CC(=C(C=C1)C)F)C=C(C=C2)OC